5-(4-acetyl-benzylamino)-2-ethoxybenzenesulfonyl chloride C(C)(=O)C1=CC=C(CNC=2C=CC(=C(C2)S(=O)(=O)Cl)OCC)C=C1